C(C(=C)C)(=O)OC(CC)CCO hydroxyethylpropyl (methacrylate)